(+/-)-tert-butyl (3-(4-(2-amino-6-methylpyrimidin-4-yl)-1,4-oxazepan-3-yl)-4-chlorophenyl)(methyl)carbamate NC1=NC(=CC(=N1)N1[C@@H](COCCC1)C=1C=C(C=CC1Cl)N(C(OC(C)(C)C)=O)C)C |r|